[Li].C(C)(C)(C)N tert-butylamine lithium salt